(R)-2-amino-4-(pentan-2-ylamino)-6-(4-(piperazine-1-carbonyl)benzyl)pyrimidine NC1=NC(=CC(=N1)N[C@H](C)CCC)CC1=CC=C(C=C1)C(=O)N1CCNCC1